N-(6-methyl-5-(1-methyl-1H-pyrazol-4-yl)pyridin-2-yl)-5-azaspiro[2.4]heptane-7-amine CC1=C(C=CC(=N1)NC1CNCC12CC2)C=2C=NN(C2)C